1-(2-bromophenoxy)-3-((3-methoxy-4-(2-(4-methylpiperidin-1-yl)ethoxy)benzyl)(methyl)amino)propan-2-ol BrC1=C(OCC(CN(C)CC2=CC(=C(C=C2)OCCN2CCC(CC2)C)OC)O)C=CC=C1